[2-({4-[(1S,4S,5R)-5-{[5-cyclopropyl-3-(2,6-dichlorophenyl)-1,2-oxazol-4-yl]methoxy}-2-azabicyclo[2.2.1]heptan-2-yl]-3-methylphenyl}formamido)ethyl]phosphonic acid C1(CC1)C1=C(C(=NO1)C1=C(C=CC=C1Cl)Cl)CO[C@H]1[C@@H]2CN([C@H](C1)C2)C2=C(C=C(C=C2)C(=O)NCCP(O)(O)=O)C